N1=CC(=CC=C1)OC1=CC=C(C=C1)C1CN(C1)C(=O)N1C[C@@H]2[C@@H](OCC(N2)=O)CC1 (+)-(4aR,8aS)-6-[3-[4-(3-Pyridyloxy)phenyl]azetidine-1-carbonyl]-4,4a,5,7,8,8a-hexahydropyrido[4,3-b][1,4]oxazin-3-one